COC(=O)C=1C(=NC=C(C1)O)Cl 2-chloro-5-hydroxy-pyridine-3-carboxylic acid methyl ester